C(C)(=O)OI(C1=CC=CC=C1)OC(C)=O phenyl-λ3-iodanediyl diacetate